ClC=1C=C(C(C(C)NC(C)(C)C)=O)C=CC1 3-Chloro-N-tert-butyl-β-keto-α-methylphenethylamin